[Te](I)I.[Cs] cesium-tellurium iodide